C=C1CC(OCC1)C1=CC=C(C=C1)OC tetrahydro-4-methylene-2-(4-methoxyphenyl)-2H-pyran